COC(C=1C(=NC(=CC1Cl)O)N)=O 2-amino-4-chloro-6-hydroxy-3-picolinic acid methyl ester